C[C@H]1CN2C(C=3N1C=NC3)=CC(=N2)C23CCC(C2)(C3)COC3OCCCC3 (5S)-5-Methyl-9-(4-(((tetrahydro-2H-pyran-2-yl)oxy)methyl)bicyclo[2.1.1]hexan-1-yl)-5,6-dihydroimidazo[1,5-a]pyrazolo[5,1-c]pyrazine